FC1=CC=C(C=C1)C1=NN2C(CN(CC2)C)=C1C1=NC(=NC=C1)N 4-(2-(4-fluorophenyl)-5-methyl-4,5,6,7-tetrahydropyrazolo[1,5-a]pyrazin-3-yl)pyrimidin-2-amine